(isopropylamino)-3-(4-((1-(methylthio)propan-2-yl)oxy)phenoxy)propan-2-ol C(C)(C)NCC(COC1=CC=C(C=C1)OC(CSC)C)O